tert-butyl 5-[(4-bromobenzoyloxy) methyl]-7-chloro-4,4-difluoro-5-hydroxy-2,3,4,5-tetrahydro-1H-1-benzazepine-1-carboxylate BrC1=CC=C(C(=O)OCC2(C(CCN(C3=C2C=C(C=C3)Cl)C(=O)OC(C)(C)C)(F)F)O)C=C1